O1C=CC=C2C1=CC=CC2 5H-[1]benzopyran